bromo-3-ethyl-1H-pyrrolo[2,3-b]pyridine BrN1C=C(C=2C1=NC=CC2)CC